methyl 2-amino-5-chlorobenzo[d]thiazole-6-carboxylate NC=1SC2=C(N1)C=C(C(=C2)C(=O)OC)Cl